O1C=CC=2C=NC=C(C21)N(C2CCN(CC2)CC(=O)N2[C@@H](CCC2)C#N)C (2S)-1-[2-[4-[furo[3,2-c]pyridin-7-yl(methyl)amino]-1-piperidyl]acetyl]pyrrolidine-2-carbonitrile